C(C1=CC=CC=C1)N1C(N(CC2=CC(=CC=C12)NC(=O)NC(C)(C)C)C)=O 1-(1-benzyl-3-methyl-2-oxo-1,2,3,4-tetrahydroquinazolin-6-yl)-3-(tert-butyl)urea